ClC1=CC=C(C=C1)C(NC(=O)[C@@H]1CNC(O1)=O)C1=CC=CC2=CC=CC=C12 (5S)-N-((4-chlorophenyl)(naphthalen-1-yl)methyl)-2-oxooxazolidine-5-carboxamide